C(C1=CC=CC=C1)OC[C@@H](C)N1N=CC(=C1)Br 1-[(1R)-2-benzyloxy-1-methyl-ethyl]-4-bromo-pyrazole